(R)-3-(2-((2-Azaspiro[3.3]heptan-5-yl)amino)-5-(trifluoromethyl)pyrimidin-4-yl)-7-(Dimethylphosphoryl)-1H-indole-6-carbonitrile C1NCC12[C@@H](CC2)NC2=NC=C(C(=N2)C2=CNC1=C(C(=CC=C21)C#N)P(=O)(C)C)C(F)(F)F